FC(C1=NN(C(=C1C(C(F)F)=O)O)C1=CC=CC=C1)F 1-(3-(difluoromethyl)-5-hydroxy-1-phenyl-1H-pyrazol-4-yl)-2,2-difluoroethan-1-one